thioglycolic acid-2-ethylhexyl ester C(C)C(COC(CS)=O)CCCC